4-(1-hydroxy-2-(methylamino) ethyl)-1,2-phenylenebis(2,2-dimethylpropionate) OC(CNC)C1=CC(=C(C=C1)CC(C(=O)[O-])(C)C)CC(C(=O)[O-])(C)C